2,6-decalindimethanol methyl-4-ethyl-3-(N-(4-(methylsulfonyl)-[1,1'-biphenyl]-2-yl)sulfamoyl)benzoate CC1=C(C(=O)OCC2CC3CCC(CC3CC2)CO)C=CC(=C1S(NC1=C(C=CC(=C1)S(=O)(=O)C)C1=CC=CC=C1)(=O)=O)CC